N-Methyl-3,4,5-Tris(Octadecyloxy)Benzamide CNC(C1=CC(=C(C(=C1)OCCCCCCCCCCCCCCCCCC)OCCCCCCCCCCCCCCCCCC)OCCCCCCCCCCCCCCCCCC)=O